(E)-3-((3-(2-chloro-4-fluorophenyl)allyl)thio)-5,5-dimethyl-4,5-dihydroisoxazole ClC1=C(C=CC(=C1)F)/C=C/CSC1=NOC(C1)(C)C